6-Chloro-3-((1-(2-((1R,5S,6r)-6-(methoxy(methyl)carbamoyl)-3-azabicyclo[3.1.0]hexan-3-yl)-3,6-dimethyl-4-oxo-3,4-dihydroquinazolin-8-yl)ethyl)amino)picolinic acid ClC1=CC=C(C(=N1)C(=O)O)NC(C)C=1C=C(C=C2C(N(C(=NC12)N1C[C@H]2C([C@H]2C1)C(N(C)OC)=O)C)=O)C